BrC=1C(=CC(=C2C=CC=NC12)CBr)F 8-bromo-5-(bromomethyl)-7-fluoroquinoline